tert-butyl 3-((4-oxo-3,4-dihydroquinazolin-2-yl) methyl)-3,6-diazabicyclo[3.1.1]heptane-6-carboxylate O=C1NC(=NC2=CC=CC=C12)CN1CC2N(C(C1)C2)C(=O)OC(C)(C)C